FC1=C(C=CC(=C1COC=1C=C2C(=NC1)N(N=C2C(C)C)C2OCCCC2)F)C2=C(C(=NC=C2F)OC)S(=O)(=O)N 2,4-difluoro-3-([[3-isopropyl-1-(oxan-2-yl)pyrazolo[3,4-b]pyridin-5-yl]oxy]-methyl)phenyl-5-fluoro-2-methoxypyridine-3-sulfonamide